(±)-4-[2-(3-methoxy-4-pyridyl)azepan-1-yl]-6-methyl-pyrimidin-2-amine COC=1C=NC=CC1[C@@H]1N(CCCCC1)C1=NC(=NC(=C1)C)N |r|